C1N(CCC2=CC=CC=C12)C[C@H](CN1CCOC2=C(C1=O)C=CC(=C2)CN2CCC(CC2)C)O 4-[(2R)-3-(3,4-dihydro-1H-isoquinolin-2-yl)-2-hydroxy-propyl]-8-[(4-methyl-1-piperidinyl)methyl]-2,3-dihydro-1,4-benzoxazepin-5-one